(S)-tert-butyl 4-(2-(3-(2-(methoxymethoxy)phenyl)-5-methyl-7,8-dihydro-5H-pyrido[3',4':4,5]pyrrolo[2,3-c]pyridazin-6(9H)-yl)pyrimidin-4-yl)piperazine-1-carboxylate COCOC1=C(C=CC=C1)C1=CC2=C(N=N1)NC1=C2[C@@H](N(CC1)C1=NC=CC(=N1)N1CCN(CC1)C(=O)OC(C)(C)C)C